BrC=1C=CC(=NC1)N(CC1=C(C=CC=C1)C(F)(F)F)CC 5-bromo-N-ethyl-N-(2-(trifluoromethyl)benzyl)pyridin-2-amine